FC=1C(=C(C=CC1F)[C@H]1[C@@H](O[C@]([C@H]1C)(C(F)(F)F)C)C(=O)NC=1C=C2CNC(C2=CC1)=O)OC |o1:8,9,11,12| rel-(2R,3S,4S,5R)-3-(3,4-difluoro-2-methoxyphenyl)-4,5-dimethyl-N-(1-oxo-2,3-dihydro-1H-isoindol-5-yl)-5-(trifluoromethyl)tetrahydrofuran-2-carboxamide